ClC1=C(N=CC(=N1)N)C#C[Si](C)(C)C 6-chloro-5-((trimethylsilyl)ethynyl)pyrazin-2-amine